S(=O)(=O)([O-])C1=CC=C(C)C=C1.[Sn+2].S(=O)(=O)([O-])C1=CC=C(C)C=C1 tin (II) tosylate